C(C)(C)N1N=C(C=C1)C1=C(C2=C(N=C(N(C2=O)CCCOC)C=2N(C=CN2)C)S1)C1=CC=CC=C1 6-(1-Isopropyl-1H-pyrazol-3-yl)-3-(3-methoxypropyl)-2-(1-methyl-1H-imidazol-2-yl)-5-phenylthieno[2,3-d]pyrimidin-4(3H)-one